OCC1=CC(=NN1C(C)C)[S@](=O)(N)=NC(NC1=C2C(=NC(=C1C)C(F)(F)F)CCC2)=O |o1:10| (S) or (R)-5-(hydroxymethyl)-1-isopropyl-N'-((3-methyl-2-(trifluoromethyl)-6,7-dihydro-5H-cyclopenta[b]pyridin-4-yl)carbamoyl)-1H-pyrazole-3-sulfonimidamide